N-cyclopropyl-6-methyl-2-(o-tolyl)-7-toluenesulfonyl-7H-pyrrolo[2,3-d]pyrimidin-4-amine C1(CC1)NC=1C2=C(N=C(N1)C1=C(C=CC=C1)C)N(C(=C2)C)S(=O)(=O)CC2=CC=CC=C2